(R)-6-(2-(Difluoromethyl)-4-(trifluoromethyl)phenyl)-5-methyl-N-(1-methylpiperidin-3-yl)pyridazine-3-amine FC(C1=C(C=CC(=C1)C(F)(F)F)C1=C(C=C(N=N1)N[C@H]1CN(CCC1)C)C)F